dihydroxytitanium bisethyl-acetoacetate C(C)C(C(CC(=O)[O-])=O)CC.O[Ti+2]O.C(C)C(C(CC(=O)[O-])=O)CC